7-Cyclobutoxy-N-(6-methoxypyridin-2-yl)-2-(1-methyl-2-oxabicyclo[2.2.1]heptan-4-yl)imidazo[1,2-a]pyridine-6-carboxamide C1(CCC1)OC1=CC=2N(C=C1C(=O)NC1=NC(=CC=C1)OC)C=C(N2)C21COC(CC2)(C1)C